1,3,5-tris(hydroxyaminomethyl)benzene tert-Butyl-2-mercaptoacetate C(C)(C)(C)OC(CS)=O.ONCC1=CC(=CC(=C1)CNO)CNO